C(C1=CC=C(C=C1)C=C1C(C2(CCC1C2(C)C)CS(=O)(=O)O)=O)=C2C(C1(CCC2C1(C)C)CS(=O)(=O)O)=O.[Na].[Na] DISODIUM TEREPHTHALYLIDENEDICAMPHORSULFONIC ACID